FC(C1=NC(=NO1)C1=NC=C(C(=O)N)C=C1)(F)F 6-(5-(trifluoromethyl)-1,2,4-oxadiazol-3-yl)nicotinamide